tert-butyl 3-(2-fluoro-4-iodo-pyridine-3-carbonyl)azetidine-1-carboxylate FC1=NC=CC(=C1C(=O)C1CN(C1)C(=O)OC(C)(C)C)I